ClC=1C=C(C=CC1Cl)CCC(=O)N1CCN(CC1)C1=NC=C(C=C1)O 3-(3,4-Dichlorophenyl)-1-[4-(5-hydroxypyridin-2-yl)-piperazin-1-yl]-propan-1-one